(1R,3S)-3-(1-(tert-butyl)-5-((1,1-dioxido-2,3-dihydrothieno[3,2-c]pyridin-4-yl)amino)-1H-pyrazol-3-yl)cyclopentyl (4-nitrophenyl) carbonate C(O[C@H]1C[C@H](CC1)C1=NN(C(=C1)NC1=NC=CC2=C1CCS2(=O)=O)C(C)(C)C)(OC2=CC=C(C=C2)[N+](=O)[O-])=O